2,6-diacetoxynaphthalene C(C)(=O)OC1=CC2=CC=C(C=C2C=C1)OC(C)=O